COC1=CC=2N=CN=C(C2N=C1C1C(N(CC1)C)(C(=O)N)C(F)(F)F)C=1C(=NN(C1)C)C1=CC=CC=C1 (7-methoxy-4-(1-methyl-3-phenyl-1H-pyrazol-4-yl)pyrido[3,2-d]pyrimidin-6-yl)-1-methyl-2-(trifluoromethyl)pyrrolidine-2-carboxamide